3-(7-fluoro-5-(hydroxymethyl)-1-oxoisoindoline-2-yl)piperidine FC=1C=C(C=C2CN(C(C12)=O)C1CNCCC1)CO